1'-(methylsulfonyl)spiro[cyclopropane-1,3'-indoline]-7'-amine CS(=O)(=O)N1CC2(C3=CC=CC(=C13)N)CC2